C1(=O)SS1 carbonyl disulphide